tertbutyl 4-(2-fluorophenyl)-3-oxopiperazine-1-carboxylate FC1=C(C=CC=C1)N1C(CN(CC1)C(=O)OC(C)(C)C)=O